FC1(CC1)C(CC(=O)N[C@@H](C)C1=CC(=CC=C1)OC(F)(F)F)(C)O 3-(1-fluorocyclopropyl)-3-hydroxy-N-((S)-1-(3-(trifluoromethoxy)phenyl)ethyl)butanamide